Potassium (((5-(tert-Butoxycarbonyl) hexahydropyrrolo[3,4-c]pyrrol-2(1H)-yl) methyl) trifluoroborate) C(C)(C)(C)OC(=O)N1CC2C(C1)CN(C2)C[B-](F)(F)F.[K+]